O(C1=CC=CC=C1)CCCC(=O)NCC(=O)N1CC2(CC2)CC1C(=O)O 5-[2-(4-phenoxybutanamido)acetyl]-5-azaspiro[2.4]heptane-6-carboxylic acid